1-(6-((4-Chloro-2-fluorobenzyl)oxy)pyridin-2-yl)piperazine methyl-5-cyclopropyl-6-(3-methylimidazo[4,5-c]pyridin-7-yl)-3-[4-[(1-methyl-4-piperidyl)oxy]anilino]pyrazine-2-carboxylate COC(=O)C1=NC(=C(N=C1NC1=CC=C(C=C1)OC1CCN(CC1)C)C1CC1)C=1C2=C(C=NC1)N(C=N2)C.ClC2=CC(=C(COC1=CC=CC(=N1)N1CCNCC1)C=C2)F